FC=1C(=CC(=C(C1)N1C(C=CC2=CC(=CC=C12)S(=O)(=O)N(CC1=CC=C(C=C1)OC)C1=NOC=C1)=O)OC)C1CC(C1)C(F)(F)F (P)-1-(5-fluoro-2-methoxy-4-((1R,3R)-3-(trifluoromethyl)cyclobutyl)phenyl)-N-(isoxazol-3-yl)-N-(4-methoxybenzyl)-2-oxo-1,2-dihydroquinoline-6-sulphonamide